1-(pyridin-3-yl)-3-[4-(4,4,5,5-tetramethyl-1,3,2-dioxaborolan-2-yl)phenyl]urea N1=CC(=CC=C1)NC(=O)NC1=CC=C(C=C1)B1OC(C(O1)(C)C)(C)C